2,2-difluorocyclopropanecarbonyl chloride FC1(C(C1)C(=O)Cl)F